6-[(2S)-2-aminopropyl]-2-chloro-5-fluoro-N-[(furan-2-yl)methyl]-7-(4-methoxyphenyl)-7H-pyrrolo[2,3-d]pyrimidin-4-amine N[C@H](CC1=C(C2=C(N=C(N=C2NCC=2OC=CC2)Cl)N1C1=CC=C(C=C1)OC)F)C